2-(((5Z,8Z,11Z,14Z,17Z)-icosa-5,8,11,14,17-pentaen-1-yl)oxy)butanamide C(CCC\C=C/C\C=C/C\C=C/C\C=C/C\C=C/CC)OC(C(=O)N)CC